(1R,4s)-4-(2-((S)-3,3-difluorocyclopentylamino)-8-(2,4,6-trichlorophenylamino)-9H-purin-9-yl)cyclohexanecarboxamide FC1(C[C@@H](CC1)NC1=NC=C2N=C(N(C2=N1)C1CCC(CC1)C(=O)N)NC1=C(C=C(C=C1Cl)Cl)Cl)F